ClC=1C=C(C#N)C=C(C1)C1=NC=NC(=C1)C1=NC=C(C=C1)C 3-chloro-5-[6-(5-methylpyridin-2-yl)pyrimidin-4-yl]benzonitrile